1-methyl-guanine CN1C(N)=NC=2N=CNC2C1=O